1-(8-(((5,6-dichloro-1H-benzo[d]imidazol-2-yl)methyl)(4-methoxybenzyl)amino)-3-(trifluoromethyl)imidazo[1,2-b]pyridazin-6-yl)azetidine-3-carboxamide ClC1=CC2=C(NC(=N2)CN(C=2C=3N(N=C(C2)N2CC(C2)C(=O)N)C(=CN3)C(F)(F)F)CC3=CC=C(C=C3)OC)C=C1Cl